N-[(6-amino-1,5-naphthyridin-3-yl)methyl]-N-(2-methanesulfonylphenyl)-5-(trifluoro-methyl)pyridine-3-carboxamide NC=1N=C2C=C(C=NC2=CC1)CN(C(=O)C=1C=NC=C(C1)C(F)(F)F)C1=C(C=CC=C1)S(=O)(=O)C